O=C1NC(CCC1N1C(C2=CC=CC(=C2C1=O)CCCN(C(OC(C)(C)C)=O)C)=O)=O tert-butyl N-[3-[2-(2,6-dioxo-3-piperidyl)-1,3-dioxo-isoindolin-4-yl]propyl]-N-methyl-carbamate